bis(cyclopentadienyl)bis[2,6-difluoro-3-(pyrrolidin-2,5-dione-1-yl)phenyl]titanium C1(C=CC=C1)[Ti](C1=C(C(=CC=C1F)N1C(CCC1=O)=O)F)(C1=C(C(=CC=C1F)N1C(CCC1=O)=O)F)C1C=CC=C1